FC(COC1=C(C(=CC=C1)C(F)(F)F)O)F 2-(2',2'-difluoroethoxy)-6-trifluoromethylphenol